O[C@@H](CNC([O-])=O)COC1=CC(=CC=C1)S(=O)(=O)C1(CC1)CO ((S)-2-hydroxy-3-(3-((1-(hydroxymethyl) cyclopropyl)sulfonyl)phenoxy)propyl)carbamate